C1(=CC=CC=C1)N(C1=CC=C(C=C1)C1=CC=C(N(C2=CC=C(C=C2)N(C2=CC=CC=C2)C2=CC=CC=C2)C2=CC=CC=C2)C=C1)C1=CC=C(C=C1)N(C1=CC=CC=C1)C1=CC=CC=C1 N,N'-diphenyl-N,N'-bis-[4-(N,N-diphenyl-amino)phenyl]benzidine